C(C1CO1)OC1=CC=C(OC2=CC(=CC=C2)OC2=CC=C(C=C2)OCC2CO2)C=C1 1,3-Bis(4-glycidoxyphenoxy)benzene